(1-(4-cyclobutyl-2-methyl-5-(2-methyl-1H-imidazol-5-yl)benzoyl)-4-fluoropiperidin-4-yl)benzonitrile C1(CCC1)C1=CC(=C(C(=O)N2CCC(CC2)(F)C2=C(C#N)C=CC=C2)C=C1C1=CN=C(N1)C)C